4-(2-((2,3,4,9-tetrahydro-1H-carbazol-1-yl)amino)ethyl)phenol C1(CCCC=2C3=CC=CC=C3NC12)NCCC1=CC=C(C=C1)O